The molecule is an ammonium ion derivative resulting from the protonation of the tertiary amino group of hoerhammericine. The major species at pH 7.3. Note that the stereoconfiguration of the epoxy group is based on CHEBI:144374, and of the 19 hydroxy group on CHEBI:144372 (the same enzyme produces the two). It is an ammonium ion derivative and an indole alkaloid cation. It is a conjugate acid of a hoerhammericine. C[C@H]([C@]12CC(=C3[C@@]4([C@H]1[NH+](CC4)C[C@H]5[C@@H]2O5)C6=CC=CC=C6N3)C(=O)OC)O